5,7-dichloro-2-methyl-pyrido[3,4-d]pyridazin-1-one ClC1=NC(=CC2=C1C=NN(C2=O)C)Cl